CNC=1N=C2C(=NC1)NC=CC2=O 2-(methylamino)-8-oxo-5H,8H-pyrido[2,3-b]pyrazin